4-(trifluoromethoxy)-3H-benzo[c][1,2]oxathiole 1,1-dioxide FC(OC1=CC=CC=2S(OCC21)(=O)=O)(F)F